IC=1C(OC2=CC=CC=C2C1)=O Iodocoumarin